FC1(CCC2N(C3=C1C=C(C=N3)C(F)(F)F)CCNC2)F 5,5-difluoro-3-(trifluoromethyl)-6,7,7a,8,10,11-hexahydropyrazino[1,2-a]pyrido[3,2-f]azepin